5-[3-(1H-imidazol-5-yl)-6-{[3-(oxolan-2-yl)propoxy]methyl}imidazo[1,2-a]pyrimidin-2-yl]-3-(trifluoromethyl)-1H-1,2,4-triazole N1C=NC=C1C1=C(N=C2N1C=C(C=N2)COCCCC2OCCC2)C2=NC(=NN2)C(F)(F)F